tert-butyl 4-(1-(4,5-dichloro-2-methoxyphenyl)vinyl)piperidine-1-carboxylate ClC1=CC(=C(C=C1Cl)C(=C)C1CCN(CC1)C(=O)OC(C)(C)C)OC